anilino-2-methyl-benzonitrile N(C1=CC=CC=C1)C=1C(=C(C#N)C=CC1)C